CNS(=O)(=O)C1=NC=CC(=N1)C1OCC1 2-methylsulfamyl-4-(oxetan-2-yl)pyrimidine